1,3-dioxoisoindolin-2-yl hexahydro-1H-cyclopenta[c]furan-5-carboxylate C1OCC2C1CC(C2)C(=O)ON2C(C1=CC=CC=C1C2=O)=O